COC1=CC=C(C=C1)C(OC[C@H]1OCC[C@@H]1O[P@]1O[C@@H]([C@H]2N1CCC2)CS(=O)(=O)C2=CC=CC=C2)(C2=CC=CC=C2)C2=CC=C(C=C2)OC (1S,3S,3aS)-1-(((2R,3S)-2-((bis(4-methoxyphenyl)(phenyl)methoxy)methyl)tetrahydrofuran-3-yl)oxy)-3-((phenylsulfonyl)methyl)tetrahydro-1H,3H-pyrrolo[1,2-c][1,3,2]oxazaphosphole